FC(CCN1CC(C1)NC(=O)C=1C=2C[C@@H]3[C@H](C2N(N1)C1=C(C=C(C=C1)F)F)C3)(F)F (1aR,5aR)-2-(2,4-Difluoro-phenyl)-1a,2,5,5a-tetrahydro-1H-2,3-diaza-cyclopropa[a]pentalene-4-carboxylic Acid [1-(3,3,3-Trifluoro-propyl)-azetidin-3-yl]-amide